NCCC(CN)(CN)CCN di(2-aminoethyl)-1,3-propanediamine